(3,16,19-trioxo-2,17,18-trioxa-5,8,11,14-tetraaza-1-gallatricyclo[9.6.3.25,14]docos-8-yl)butyric acid O=C1O[Ga]2OC(CN3CCN(CCN(CCN(C1)CC3)C(C(=O)O)CC)CC(O2)=O)=O